dihydroxy-4',6'-dimethoxy-3'-(2-hydroxy-3-methyl-3-butenyl)chalcone O\C(=C(/C1=CC=CC=C1)\O)\C(=O)C1=CC(=C(C=C1OC)OC)CC(C(=C)C)O